3-ethoxy-7-butoxy-4,6-difluorodibenzothiophene C(C)OC=1C=CC2=C(SC3=C2C=CC(=C3F)OCCCC)C1F